[Li].C1(=CC=CC=C1)S(=O)O phenylsulfinic acid lithium